CN(C1=NC=2N(C3=C1C=CC(=N3)N)C=NN2)C2=CC(=CC=C2)C#CC2(CC2)C(F)(F)F N5-methyl-N5-(3-((1-(trifluoromethyl)cyclopropyl)ethynyl)phenyl)pyrido[3,2-e][1,2,4]triazolo[4,3-a]pyrimidine-2,5-diamine